C1(=CC=CC=C1)[C@@H]1CNCCC1 (R)-3-phenyl-piperidine